CS(=O)(=O)OCC1CCC(CC1)CN1CCC(CC1)C=1C=NC(=CC1)NC1=NC=C(C(=N1)C=1C=NN2C1[C@H](CCCC2)C)F ((1s,4s)-4-((4-(6-((5-fluoro-4-((R)-4-methyl-5,6,7,8-tetrahydro-4H-pyrazolo[1,5-a]azepin-3-yl)pyrimidin-2-yl)amino)pyridin-3-yl)piperidin-1-yl)methyl)cyclohexyl)methyl methanesulfonate